p-(6-iodohexanamido)-L-phenylalanine ICCCCCC(=O)NC1=CC=C(C[C@H](N)C(=O)O)C=C1